BrC1=CC=C(S1)C(=O)N[C@H](C(=O)NC=1C(N(C=CC1)CC(=O)NC1C2CC3CC(CC1C3)C2)=O)CCC(C(=O)NC)=O (S)-2-(5-bromothiophene-2-carboxamido)-N1-(1-(2-(2-adamantylamino)-2-oxoethyl)-2-oxo-1,2-dihydropyridin-3-yl)-N6-methyl-5-oxohexanediamide